N-2-acetyl-cyclopropylamine C(C)(=O)C1C(C1)N